C(C)(C)(C)[Si](C)(C)OC\C=C(/[Sn](C)(C)C)\C1=CC=C(C=C1)C(C)(C)C tert-Butyl-[(Z)-3-(4-tert-butylphenyl)-3-trimethylstannyl-allyloxy]-dimethyl-silane